7-chloro-6-(2,6-difluorophenyl)-8-methyl-2,4-dihydro-[1,2,4]triazolo[4,3-a][1,4]benzodiazepin-1-one ClC1=C(C=CC2=C1C(=NCC=1N2C(NN1)=O)C1=C(C=CC=C1F)F)C